6-bromo-3-(((tert-butyldimethylsilyl)oxy)methyl)-3-methylindolin-2-one BrC1=CC=C2C(C(NC2=C1)=O)(C)CO[Si](C)(C)C(C)(C)C